OC[C@H]1CN(CCN1C(C(C)C)=O)C(=O)OC(C)(C)C tert-butyl (R)-3-(hydroxymethyl)-4-isobutyrylpiperazine-1-carboxylate